glyceryl dl-para-methoxycinnamate mono2-ethylhexanoate C(C)C(C(=O)O)CCCC.COC1=CC=C(C=CC(=O)OCC(O)CO)C=C1